ClC=CC=C mono-chloro-1,3-butadiene